FC(C(=O)O)(F)F.N[C@@H](C(=O)N1[C@@H](C[C@H](C1)O)C(=O)OC)CC1=CC=C(C=C1)Cl methyl (2S,4R)-1-((R)-2-amino-3-(4-chlorophenyl)propanoyl)-4-hydroxy-pyrrolidine-2-carboxylate 2,2,2-trifluoroacetate